[(2R,3S,4R,5R)-5-[6-(benzylamino)-2-chloro-purin-9-yl]-3,4-dihydroxy-tetrahydrofuran-2-yl]methoxymethyl-phosphonic acid C(C1=CC=CC=C1)NC1=C2N=CN(C2=NC(=N1)Cl)[C@H]1[C@@H]([C@@H]([C@H](O1)COCP(O)(O)=O)O)O